ClC=1C(=CC2=C(N=C(O2)NC=2C=CC(=C(C(=O)NO)C2)F)C1)Cl 5-((5,6-dichlorobenzo[d]oxazol-2-yl)amino)-2-fluoro-N-hydroxybenzamide